C(#N)C1=CC=C(C2=CC(=CC=C12)O)N1CCN(CC1)C=1N=C2N(C(C1C)=O)C=C(C=C2[C@@H](C)NC2=C(C(=O)O)C=CC=C2)C (R)-2-((1-(2-(4-(4-cyano-7-hydroxynaphthalen-1-yl)piperazin-1-yl)-3,7-dimethyl-4-oxo-4H-pyrido[1,2-a]pyrimidin-9-yl)ethyl)amino)benzoic acid